C(C(C)C)NC1=NC(=NC=C1C(=O)N)NC=1C=NN(C1)C 4-isobutylamino-2-((1-methyl-1H-pyrazol-4-yl)amino)pyrimidin-5-carboxamide